C1=C(C(=CC(=C1O)O)F)C[C@@H](C(=O)O)N The molecule is a non-proteinognic L-alpha-amino acid that is L-alanine in which one of the hydrogens of the methyl group has been replaced by a 2-fluoro-4,5-dihydroxyphenyl group. It is a fluorophenol, a non-proteinogenic L-alpha-amino acid and a member of catechols. It derives from a L-dopa.